C(C1=CC=CC=C1)N1C(CC2(CC1)OCCC1=CC=C(C=C12)C)C (trans)-1'-benzyl-2',7-dimethyl-spiro[isochromane-1,4'-piperidine]